BrC=1C=C(C(=NC1)C1(CC(C1)=C)C#N)F 1-(5-bromo-3-fluoropyridin-2-yl)-3-methylene-cyclobutane-1-carbonitrile